C(C)(=O)NC1=CC=C(C=C1)S(=O)(=O)Cl p-acetamidobenzeneSulfonyl chloride